N-[2-(2-aminoethoxy)ethyl]-2-ethyl-4-[[3-[1-prop-2-ynyl-3-(trifluoromethyl)pyrazol-4-yl]imidazo[1,2-a]pyrazin-8-yl]amino]benzamide NCCOCCNC(C1=C(C=C(C=C1)NC=1C=2N(C=CN1)C(=CN2)C=2C(=NN(C2)CC#C)C(F)(F)F)CC)=O